BrC=1C=C2CN3[C@@H](C2=CC1)CN(C[C@H]3C)C=3C=1N(C(=CC3)C#N)N=CC1F 4-[(4R,10bS)-8-bromo-4-methyl-3,4,6,10b-tetrahydro-1H-pyrazino[2,1-a]isoindol-2-yl]-3-fluoro-pyrazolo[1,5-a]pyridine-7-carbonitrile